6-[7-methoxy-6-(methylcarbamoyl)quinolin-4-yl]oxypyridin COC1=C(C=C2C(=CC=NC2=C1)OC1=CC=CC=N1)C(NC)=O